4-amino-7-(difluoromethyl)-1-(2-methylpyridin-3-yl)quinazolin-2(1H)-one NC1=NC(N(C2=CC(=CC=C12)C(F)F)C=1C(=NC=CC1)C)=O